tert-butyl 2-(4-(2,6-bis(benzyloxy) pyridin-3-yl)-2-fluorophenyl)-2,7-diazaspiro[3.5]nonane-7-carboxylate C(C1=CC=CC=C1)OC1=NC(=CC=C1C1=CC(=C(C=C1)N1CC2(C1)CCN(CC2)C(=O)OC(C)(C)C)F)OCC2=CC=CC=C2